TRANS-4-NONENE CCC\C=C\CCCC